1,3,3,4,4,4-hexafluoro-1-iodobut-1-ene FC(=CC(C(F)(F)F)(F)F)I